O(C1=CC=CC=C1)C1=CC=C(C=C1)CCOC(C=C)=O 2-(p-phenoxyphenyl)ethylacrylate